(2-(6-bromopyridin-2-yl)-2,2-difluoroethyl)(methyl)carbamic acid tert-butyl ester C(C)(C)(C)OC(N(C)CC(F)(F)C1=NC(=CC=C1)Br)=O